IC1=CC(=NC(=C1)OC1CCC(CC1)C(F)(F)F)C rel-4-iodo-2-methyl-6-{[(1r,4r)-4-(trifluoromethyl)cyclohexyl]oxy}pyridine